C1(CC1)C(=O)NC1=NC=C(C(=O)NC([2H])([2H])[2H])C(=C1)NC1=C(C2=C(C=N1)C=NN2[C@H](C(F)(F)F)C)OC |o1:29| (S*)-6-(Cyclopropanecarboxamido)-4-((7-methoxy-1-(1,1,1-trifluoropropan-2-yl)-1H-pyrazolo[4,3-c]pyridin-6-yl)amino)-N-(methyl-d3)nicotinamide